N-[(4-Chlorophenyl)-methyl]-4-isopropyl-2-([1,4]oxazepan-4-yl)-thiazole-5-carboxylic acid amide ClC1=CC=C(C=C1)CNC(=O)C1=C(N=C(S1)N1CCOCCC1)C(C)C